4,4'-(anthracene-9,10-diyl)bisbenzoic acid C1=CC=CC2=C(C3=CC=CC=C3C(=C12)C1=CC=C(C(=O)O)C=C1)C1=CC=C(C(=O)O)C=C1